1-(4-((6-amino-9H-purin-9-yl)methyl)-6-(2,5-difluoro-4-methoxyphenyl)pyridin-3-yl)-3-(pyridin-2-yl)piperidin-3-ol NC1=C2N=CN(C2=NC=N1)CC1=C(C=NC(=C1)C1=C(C=C(C(=C1)F)OC)F)N1CC(CCC1)(O)C1=NC=CC=C1